O1CC(CC1)OC1=CN=C2N1C1=CC=CC=C1C(=N2)N ((tetrahydrofuran-3-yl)oxy)imidazo[1,2-a]Quinazolin-5-amine